OC1=CC=C(C=C1)C12CC3(CC(CC(C1)(C3)C(C)(C)C)(C2)CCC)C2=CC=C(C=C2)O 1,3-bis(4-hydroxyphenyl)-5-propyl-7-t-butyl-adamantane